trans-3-octenoic acid C(C\C=C\CCCC)(=O)O